1-benzoyl-5-{[(4-fluorophenyl)methyl]amino}-3-(4-methyl-2-oxopyrrolidin-3-yl)-1H-pyrazole-4-carbonitrile C(C1=CC=CC=C1)(=O)N1N=C(C(=C1NCC1=CC=C(C=C1)F)C#N)C1C(NCC1C)=O